C1(=CC=CC=C1)NC1CSCC1 N-phenyltetrahydrothiophene-3-amine